CN1N=CC(=C1)C1=CC=2C3=C(N=CC2C=C1)NC=C3C(=O)N3CCNCC3 (8-(1-methyl-1H-pyrazol-4-yl)-3H-pyrrolo[2,3-c]isoquinolin-1-yl)(piperazin-1-yl)methanone